(2S,4R)-1-((S)-3,3-dimethyl-2-(9-oxononanamido)butanoyl)-4-hydroxy-N-((S)-1-(4-(4-methylthiazol-5-yl)phenyl)ethyl)pyrrolidine-2-carboxamide CC([C@@H](C(=O)N1[C@@H](C[C@H](C1)O)C(=O)N[C@@H](C)C1=CC=C(C=C1)C1=C(N=CS1)C)NC(CCCCCCCC=O)=O)(C)C